(R)-4-amino-7-(difluoromethyl)-1-(4-(1-hydroxyethyl)phenyl)-2-oxo-1,2-dihydroquinoline-3-carboxylic acid methyl ester COC(=O)C=1C(N(C2=CC(=CC=C2C1N)C(F)F)C1=CC=C(C=C1)[C@@H](C)O)=O